(S)-2-(4-(2-acetyl-5-chlorophenyl)-3-methoxy-6-oxopyridazin-1(6H)-yl)-N-(2-oxodihydroindol-5-yl)-3-phenylpropanamide C(C)(=O)C1=C(C=C(C=C1)Cl)C=1C(=NN(C(C1)=O)[C@H](C(=O)NC=1C=C2CC(NC2=CC1)=O)CC1=CC=CC=C1)OC